N(=C=O)C1=NC(=CC=C1C1=CC(=NC=C1)OC)C 2-isocyanato-2'-methoxy-6-methyl-3,4'-bipyridine